C(C)(C)(C)OC(=O)C1=NN(C=C1)C(=O)N1CCN(CC1)CC1=C(C=C(C=C1)C(F)(F)F)N1CCC(CC1)OC 1-(4-(2-(4-methoxypiperidin-1-yl)-4-(trifluoromethyl)benzyl)piperazine-1-carbonyl)-1H-pyrazole-3-carboxylic acid tert-butyl ester